FC1=CC=C(C=C1)C(CNS(=O)(=O)C1=CC=C2CCN(CC2=C1)C(C(F)(F)F)=O)C N-(2-(4-fluorophenyl)propyl)-2-(2,2,2-trifluoroacetyl)-1,2,3,4-tetrahydroisoquinoline-7-sulfonamide